CN(CCC1=NN(C(C=C1C(F)(F)F)=O)C(C(=O)OC)CC(C)C)C methyl 2-(3-(2-(dimethylamino)ethyl)-6-oxo-4-(trifluoromethyl)pyridazine-1(6H)-yl)-4-methylpentanoate